3-(5-methoxypyridin-2-yl)-N-(4-(tetrahydro-2H-pyran-4-yloxy)pyridin-2-yl)-1,2,4-oxadiazol-5-amine COC=1C=CC(=NC1)C1=NOC(=N1)NC1=NC=CC(=C1)OC1CCOCC1